ClC1=C(CC2=CN=C3C(=CC(=NC3=C2)N)C)C=CC=C1 7-(2-chlorobenzyl)-4-methyl-1,5-naphthyridin-2-amine